PROPYLENE KETONE C1C(C)C1=O